COC(=O)C1=C(C=CC=C1)C1=C(C(=C(S1)C(=O)OC)C)[N+](=O)[O-] Methyl 5-(2-(methoxycarbonyl) phenyl)-3-methyl-4-nitrothiophene-2-carboxylate